FC(C1=C(C=CC=C1)C=1C=CC=2CC[C@H]3N(C2N1)CCNC3)(F)F (R)-(2-(trifluoromethyl)phenyl)-6,6a,7,8,9,10-hexahydro-5H-pyrazino[1,2-a][1,8]naphthyridine